C1(=CC=CC=C1)C1=CN(C2=NC=CC(=C21)B2OC(C(O2)(C)C)(C)C)S(=O)(=O)C2=CC=C(C)C=C2 3-phenyl-4-(4,4,5,5-tetramethyl-1,3,2-dioxaborolan-2-yl)-1-tosyl-1H-pyrrolo[2,3-b]pyridine